1,2-diethoxysilylethane C(C)O[SiH2]CC[SiH2]OCC